1,2,4-triazole-3-carbonitrile N1N=C(N=C1)C#N